5-[2-hydroxy-3-(3-ethoxyphenylamino)propyl]-1,3,4-oxadiazole-2(3H)-thione OC(CC1=NNC(O1)=S)CNC1=CC(=CC=C1)OCC